3-((3,5-dimethoxyphenyl)amino)benzo[d]isothiazole 1-oxide COC=1C=C(C=C(C1)OC)NC1=NS(C2=C1C=CC=C2)=O